N(=[N+]=[N-])[C@]1([C@H](C[C@@H](O1)N1C(=O)NC(=O)C=C1)O)CO 4'-azidodeoxyuridine